C(C)OC(=O)C=1C=C2CCCCN2C1 5,6,7,8-tetrahydroindolizine-2-carboxylic acid ethyl ester